C(C)OC1=NC2=CC=C(C=C2C=C1)C=1C(=C(C(=NC1)C(=O)N)O)OC (2-ethoxyquinolin-6-yl)-3-hydroxy-4-methoxypyridineamide